N-[3-[(trifluoromethyl)sulfonyl]phenyl]-benzamide FC(S(=O)(=O)C=1C=C(C=CC1)NC(C1=CC=CC=C1)=O)(F)F